BrC=1C=C2C(=CC1)NO[C@@]21CN[C@@H](C1)C(=O)N (3R,5'S)-5-bromo-2-oxaspiro[indoline-3,3'-pyrrolidine]-5'-carboxamide